tert-Butyl-4-(2-hydroxy-5-nitrobenzyl)piperazine-1-carboxylate C(C)(C)(C)OC(=O)N1CCN(CC1)CC1=C(C=CC(=C1)[N+](=O)[O-])O